7-((3S,4S)-4-((2,3-dihydrobenzo[b][1,4]dioxin-6-yl)oxy)-3-fluoropiperidin-1-yl)-3-fluoro-2,8-dimethyl-4H-pyrimido[1,2-b]pyridazin-4-one O1C2=C(OCC1)C=C(C=C2)O[C@@H]2[C@H](CN(CC2)C=2C(=CC=1N(N2)C(C(=C(N1)C)F)=O)C)F